FC=1C=C(CN(C(C(CC)(C)C)=O)O)C=C(C1)F N-(3,5-di-fluorobenzyl)-N-hydroxy-2,2-dimethylbutyramide